(3aR,6R,6aR)-6-(azidomethyl)-4-methoxy-2,2-dimethyl-3a,4,6,6a-tetrahydrofuro-[3,4-d][1,3]dioxole N(=[N+]=[N-])C[C@H]1OC([C@H]2[C@@H]1OC(O2)(C)C)OC